FC(C1=NN=C(O1)C1=CC=C2CN(N(C(C2=C1)=O)CC)C1=CC=C(C=C1)F)F 7-[5-(difluoromethyl)-1,3,4-oxadiazol-2-yl]-2-ethyl-3-(4-fluorophenyl)-3,4-dihydrophthalazin-1(2H)-one